1-(bromomethyl)-4-chloro-5-fluoro-2-nitro-benzene BrCC1=C(C=C(C(=C1)F)Cl)[N+](=O)[O-]